2-(2-(2-(dimethylamino)ethoxy)phenethyl)-2-(furan-2-yl)-[1,2,4]triazolo[1,5-a][1,3,5]triazine-5,7-diamine CN(CCOC1=C(CCC2(NN3C(N=C(N=C3N)N)=N2)C=2OC=CC2)C=CC=C1)C